3-(Difluoromethyl)-1-methyl-5-nitro-1H-indole FC(C1=CN(C2=CC=C(C=C12)[N+](=O)[O-])C)F